FC=1C=C(C=C(C1)F)C(CC#N)=O 3-(3,5-difluorophenyl)-3-oxopropanenitrile